The molecule is a linear tetrasaccharide derivative consisting of three alpha-D-mannose residues and one beta-D-glucosamine residue, linked sequentially (1->2), (1->6) and (1->4), with the glucosamine residue linked glycosidically to a 6-sulfanylhexyl group. It is a tetrasaccharide derivative and a glycoside. C(CCCS)CCO[C@H]1[C@@H]([C@H]([C@@H]([C@H](O1)CO)O[C@@H]2[C@H]([C@H]([C@@H]([C@H](O2)CO[C@@H]3[C@H]([C@H]([C@@H]([C@H](O3)CO)O)O)O[C@@H]4[C@H]([C@H]([C@@H]([C@H](O4)CO)O)O)O)O)O)O)O)N